4-(1-menthoxymethyl)-2-phenyl-1,3-dioxolan C1(CC(C(CC1)C(C)C)OCC1OC(OC1)C1=CC=CC=C1)C